perfluoro-octanol FC(C(C(C(C(C(C(C(F)(F)F)(F)F)(F)F)(F)F)(F)F)(F)F)(F)F)(O)F